S1C(=NC2=C1C=CC=C2)CN2C1=C(OCC2=O)C=C(C=C1)NC(=O)NC1=CC=C2C=CNC2=C1 1-(4-(benzo[d]thiazol-2-ylmethyl)-3-oxo-3,4-dihydro-2H-benzo[b][1,4]oxazin-7-yl)-3-(1H-indol-6-yl)urea